ClC1=C(C=C(C=C1)F)C1=NC(C2=CC(=CC=C12)C(=O)NC1CCC1)=O 1-(2-chloro-5-fluorophenyl)-N-cyclobutyl-3-oxoisoindole-5-carboxamide